rac-(2R,5S)-tert-butyl 5-methyl-2-(Pyridin-3-yl)piperidine-1-carboxylate C[C@H]1CC[C@@H](N(C1)C(=O)OC(C)(C)C)C=1C=NC=CC1 |r|